2-(1-(m-tolyl)vinyl)pyridine C1(=CC(=CC=C1)C(=C)C1=NC=CC=C1)C